C(#N)C=1C=CC2=C(NC(=N2)C(C)C=2N=C3CCCN(C3=CC2)C(=O)OC(C)(C)C)C1 tert-butyl 6-(1-(6-cyano-1H-benzo[d]imidazol-2-yl)ethyl)-3,4-dihydro-1,5-naphthyridine-1(2H)-carboxylate